Cl.NC1=C(C=C(OC2=CC=NC=3NC(C=NC32)=O)C=C1)C(F)(F)F 8-[4-amino-3-(trifluoromethyl)phenoxy]-4H-pyrido[2,3-b]pyrazin-3-one hydrochloride